N-[2-[(4-bromo-5-cyclopropyl-isoxazol-3-yl)methoxy]ethyl]-N-methyl-carbamic acid tert-butyl ester C(C)(C)(C)OC(N(C)CCOCC1=NOC(=C1Br)C1CC1)=O